FC=1C=C(C=C(C1)F)NC1=NC(=NC(=N1)C1=NC(=CC=C1)C(F)(F)F)NCC(C)O 1-[4-(3,5-Difluoro-phenylamino)-6-(6-trifluoromethyl-pyridin-2-yl)-[1,3,5]triazin-2-ylamino]-propan-2-ol